(R)-(5-fluoro-2-methoxyphenyl)(1H-indole-2-yl)methaneamine FC=1C=CC(=C(C1)[C@@H](N)C=1NC2=CC=CC=C2C1)OC